C(C)(=O)N1C[C@@H]2CC[C@H](C1)C2C(=O)N2[C@@H](C[C@H](C2)F)C(=O)N[C@H](C2=CC=C(C=C2)C(C)C)C2=CC=CC=C2 (2S,4R)-1-[(1R,5S,8S)-3-acetyl-3-azabicyclo[3.2.1]octane-8-carbonyl]-4-fluoro-N-[(S)-phenyl[4-(propan-2-yl)phenyl]methyl]pyrrolidine-2-carboxamide